(4-(4-((3-chlorobenzyl)amino)-7-(3,5-dimethylisoxazol-4-yl)quinazolin-2-Yl)piperazin-1-yl)ethanol ClC=1C=C(CNC2=NC(=NC3=CC(=CC=C23)C=2C(=NOC2C)C)N2CCN(CC2)C(C)O)C=CC1